5-chloro-2-hydroxy-3-((4-hydroxy-1-(4-hydroxyphenyl)-3-oxobutan-2-ylimino)methyl)phenyl isobutyrate C(C(C)C)(=O)OC1=C(C(=CC(=C1)Cl)C=NC(CC1=CC=C(C=C1)O)C(CO)=O)O